(S)-2-ethyl-6-((4-((2-hydroxy-1-phenylethyl)amino)-5-(1,2,4-oxadiazol-5-yl)pyrimidin-2-yl)amino)-1-isopropyl-1,2-dihydro-3H-indazol-3-one C(C)N1N(C2=CC(=CC=C2C1=O)NC1=NC=C(C(=N1)N[C@H](CO)C1=CC=CC=C1)C1=NC=NO1)C(C)C